CC(CN1N=C(N=N1)C1=C(C=C(C=C1F)C(=O)N1CCN(CC1)C=1OC=2C(=NC(=CC2)C)N1)F)(C)C [4-[2-(2,2-dimethylpropyl)tetrazol-5-yl]-3,5-difluoro-phenyl]-[4-(5-methyloxazolo[4,5-b]pyridin-2-yl)piperazin-1-yl]methanone